N-acrylamidopropyl-N,N-dimethyl-N-octadecyl-ammonium bromide [Br-].C(C=C)(=O)NCCC[N+](CCCCCCCCCCCCCCCCCC)(C)C